tert-butyl-3-hydroxyl-1-(1-(5-(Pentafluoro-λ6-sulfanyl)pyridin-2-yl)piperidin-4-yl)pyrrolidin-2-one C(C)(C)(C)C1(C(N(CC1)C1CCN(CC1)C1=NC=C(C=C1)S(F)(F)(F)(F)F)=O)O